5-(3,3-difluoropyrrolidin-1-yl)-7-methylpyrazolo[1,5-a]Pyrimidine-3-carboxylic acid ethyl ester C(C)OC(=O)C=1C=NN2C1N=C(C=C2C)N2CC(CC2)(F)F